(5E)-3-methyl-cyclopentadec-5-en-1-one CC1CC(CCCCCCCCC/C=C/C1)=O